CC=1C(=NC(=CC1)NC1=NC=CC(=C1)OC1=C(N=C(S1)N(C)C)C1=CC=CC=C1)C(=O)O.CN(C=1SC(=C(N1)C1=CC=CC=C1)OC1=CC(=NC=C1)NC1=CC=CC(=N1)C(=O)OC)C Methyl 6-((4-((2-(dimethylamino)-4-phenylthiazol-5-yl)oxy)pyridin-2-yl)amino)picolinate (Methyl 6-((4-((2-(Dimethylamino)-4-phenylthiazol-5-yl)oxy)pyridin-2-yl)amino)picolinate)